FC1=C(C=C(C=C1)N1C(=NOCC1)C=1C=C(C=2N(C1)C(=CN2)C=2C=CC(=NC2)NC(OC)=O)C)OC methyl N-[5-[6-[4-(4-fluoro-3-methoxy-phenyl)-5,6-dihydro-1,2,4-oxadiazin-3-yl]-8-methyl-imidazo[1,2-a]pyridin-3-yl]-2-pyridyl]carbamate